BrCC1=C(C(=C(C(=C1F)F)C1=C(C(=C(C(=C1F)F)CBr)F)F)F)F 4,4'-dibromomethyl-octafluorobiphenyl